[3-[4-(hydroxymethyl)phenyl]-4-[[1-(trifluoromethyl)cyclopropyl]methoxy]phenyl]-[4-(5-methyloxazolo[4,5-b]pyridin-2-yl)piperazin-1-yl]methanone OCC1=CC=C(C=C1)C=1C=C(C=CC1OCC1(CC1)C(F)(F)F)C(=O)N1CCN(CC1)C=1OC=2C(=NC(=CC2)C)N1